FC=1C(=NC=CC1CC=1C=NC=C(C1C)OC1CCC(CC1)C)NS(=O)(=O)S(NC)(=O)=O 3-fluoro-4-[[4-methyl-5-(4-methylcyclohexyloxy)-3-pyridinyl]methyl]-N-(methylsulfamoylsulfonyl)pyridin-2-amine